ClC1=CC=C(C2=NON=C21)[N+](=O)[O-] chloro-7-nitro-2,1,3-benzoxadiazole